(S)-1-[2-(Benzo[d]isoxazol-3-yl)phenyl]-2-(5-cyanopyridine-2-yl)ethan-1-amine O1N=C(C2=C1C=CC=C2)C2=C(C=CC=C2)[C@H](CC2=NC=C(C=C2)C#N)N